trans-4-((4-(2-Cyclopropyloxazol-4-yl)-pyridine-2-yl)((trans-4-(5-methoxy-6-methylpyridin-2-yl)-cyclohexyl)methyl)-carbamoyl)cyclohexyl 3-isopropoxyazetidine-1-carboxylate C(C)(C)OC1CN(C1)C(=O)O[C@@H]1CC[C@H](CC1)C(N(C[C@@H]1CC[C@H](CC1)C1=NC(=C(C=C1)OC)C)C1=NC=CC(=C1)C=1N=C(OC1)C1CC1)=O